ClC1=NC(=NC(=C1)C)C(C)(C)OC 4-chloro-2-(2-methoxypropan-2-yl)-6-methylpyrimidine